diammonium trifluoroacetate FC(C(=O)[O-])(F)F.[NH4+].[NH4+].FC(C(=O)[O-])(F)F